ClC=1C=C2C(=CC1Cl)NC(C21C(NCC1)C)=O 5,6-dichloro-2'-methyl-1H-spiro[indol-3,3'-pyrrolidin]-2-one